The molecule is an organic heterotricyclic compound arising from formal [4+2]-cycloaddition of hexachlorocyclopentadiene to N-methylmaleimide. It has a role as an epitope. It is an organochlorine compound, an organic heterotricyclic compound and a bridged compound. It derives from a succinimide. CN1C(=O)[C@H]2[C@@H](C1=O)[C@]3(C(=C([C@@]2(C3(Cl)Cl)Cl)Cl)Cl)Cl